O=C1N(CC2(CCOC2)C1)C(=O)OC(C)(C)C tert-butyl 8-oxo-2-oxa-7-azaspiro[4.4]nonane-7-carboxylate